ClC1=C(COCC2CC(CO2)(O)C#C)C=CC(=C1)Cl 5-(2,4-dichlorobenzyloxymethyl)-3-ethynyl-tetrahydrofuran-3-ol